1-((6-((5-(2-(dimethylamino)-2-oxoethyl)-6-methoxypyridin-3-yl)(methyl)amino)-2-methylquinazolin-4-yl)amino)ethyl-1H-indole-1-carboxylic acid ethyl ester C(C)OC(=O)N1C(=CC2=CC=CC=C12)C(C)NC1=NC(=NC2=CC=C(C=C12)N(C)C=1C=NC(=C(C1)CC(=O)N(C)C)OC)C